BrC1=NN2C(N(C=C(C2=O)C(=O)OCC)CC2=CC=C(C=C2)Cl)=C1 ethyl 2-bromo-4-(4-chlorobenzyl)-7-oxo-4,7-dihydropyrazolo[1,5-a]pyrimidine-6-carboxylate